CS(=O)(=O)NCCCOC1(CN(C1)C(=O)OCC1=CC=CC=C1)C12[Co]3[Co]2C13COC benzyl 3-(3-methanesulfonamidopropoxy)-3-[4-(methoxymethyl)-1,2-dicobaltatricyclo[1.1.0.02,4]butan-3-yl]azetidine-1-carboxylate